C1CCNCCCCCNCC1 4,10-diazacyclododecan